N-phenyl-N'-cyclohexylhydrazine C1(=CC=CC=C1)NNC1CCCCC1